C(CCC=CC=CC=C)(=O)[O-] nona-4,6,8-trienoate